2-(4,5-Dichloro-6-oxopyridazin-1(6H)-yl)-N-(4-ethyl-3-(N-(pyridin-2-ylmethyl)sulfamoyl)phenyl)acetamide ClC=1C=NN(C(C1Cl)=O)CC(=O)NC1=CC(=C(C=C1)CC)S(NCC1=NC=CC=C1)(=O)=O